4-({1-[(1,3-dimethyl-1H-pyrazol-4-yl)methyl]-1H-pyrazol-4-yl}methyl)-6-hydroxy-5-oxo-4,5-dihydrothieno[3,2-b]pyridine-7-carboxylic acid CN1N=C(C(=C1)CN1N=CC(=C1)CN1C2=C(C(=C(C1=O)O)C(=O)O)SC=C2)C